1,1'-dibenzylferrocene C(C1=CC=CC=C1)[C-]1C=CC=C1.[C-]1(C=CC=C1)CC1=CC=CC=C1.[Fe+2]